C1(=CC=C(C=C1)N(C=1C2=CC=CC=C2C(=C2C=CC=CC12)C=1C=CC2=C(OC3=C2C=CC(=C3)Cl)C1)C1=CC=CC=C1)C1=CC=CC=C1 N-([1,1'-biphenyl]-4-yl)-10-(7-chlorodibenzofuran-3-yl)-N-phenylanthracen-9-amine